ClC1=C(C=CS1)OC 5-chloro-4-methoxythiophene